(4-(pyridin-4-ylethynyl)phenyl)methane N1=CC=C(C=C1)C#CC1=CC=C(C=C1)C